[Na+].OCCN1CCN(CC1)CCS(=O)(=O)[O-] 4-hydroxyethyl-piperazineethanesulfonic acid sodium salt